2-(2,3-dihydro-1H-pyrrolo[3,2-c]pyridin-4-yl)propan-2-ol N1CCC=2C(=NC=CC21)C(C)(C)O